C(C1=CC=CC=C1)OC=1C=C(C=O)C=C(C1O)Br 3-(benzyloxy)-5-bromo-4-hydroxybenzaldehyde